Tert-butyl 3-((2-amino-3-bromo-5-(methoxycarbonyl)phenyl)ethynyl)-5,6-dihydropyridine-1(2H)-carboxylate NC1=C(C=C(C=C1Br)C(=O)OC)C#CC=1CN(CCC1)C(=O)OC(C)(C)C